C(C)N([C@@H]1[C@H](CCC1)OC=1C=C2CN(C(C2=CC1)=O)C1C(NC(CC1)=O)=O)CC1COC1 3-(5-(((1S,2S)-2-(ethyl(oxetan-3-ylmethyl)amino)cyclopentyl)oxy)-1-oxoisoindolin-2-yl)piperidine-2,6-dione